ethyl-(S)-4-amino-3-iodo-1-(pyrrolidin-3-yl)-1,6-dihydro-7H-pyrrolo[2,3-d]Pyridazin-7-one C(C)C1=C(C2=C(C(NN=C2N)=O)N1[C@@H]1CNCC1)I